sodium 2-formylbenzenesulfonate, disodium salt [Na+].[Na+].C(=O)C1=C(C=CC=C1)S(=O)(=O)[O-].[Na+].C(=O)C1=C(C=CC=C1)S(=O)(=O)[O-].C(=O)C1=C(C=CC=C1)S(=O)(=O)[O-]